4-[2-[3-(4-Fluoropyrazol-1-yl)cyclobutyl]-2-methyl-propanoyl]-3,5-dihydro-2H-pyrido[3,4-f][1,4]oxazepine-9-carbonitrile FC=1C=NN(C1)C1CC(C1)C(C(=O)N1CCOC2=C(C1)C=NC=C2C#N)(C)C